C(CCC)C=1C=C(C(=CC1O)C)C(CCC)C1=CC(=C(C=C1C)O)CCCC 1,1-bis(3-butyl-6-methyl-4-hydroxyphenyl)butane